(E)-3-[3-[2-[5-[(4,6-difluoro-1H-indol-5-yl)oxy]-2-fluoro-phenyl]-4,5,6,7-tetrahydro-3H-imidazo[4,5-c]pyridin-4-yl]-2-fluoro-phenyl]prop-2-enoic acid FC1=C2C=CNC2=CC(=C1OC=1C=CC(=C(C1)C1=NC2=C(C(NCC2)C=2C(=C(C=CC2)/C=C/C(=O)O)F)N1)F)F